BrC1=NC2=CC(=CC=C2N=C1)C(C)C 2-bromo-7-isopropyl-quinoxaline